6-{5-chloro-2-[(oxacyclohex-4-yl)amino]pyrimidin-4-yl}-2-[2-(3-methyl-3-phenylazetidin-1-yl)-2-oxoethyl]-2,3-dihydro-1H-isoindol-1-one ClC=1C(=NC(=NC1)NC1CCOCC1)C1=CC=C2CN(C(C2=C1)=O)CC(=O)N1CC(C1)(C1=CC=CC=C1)C